1-butyl-5-(2-chloro-5-(isobutyrylaminomethyl)benzoylamino)-N-(3-(trifluoromethyl)phenyl)-1H-indole-2-carboxamide C(CCC)N1C(=CC2=CC(=CC=C12)NC(C1=C(C=CC(=C1)CNC(C(C)C)=O)Cl)=O)C(=O)NC1=CC(=CC=C1)C(F)(F)F